1-(5-((R)-3-methylmorpholino)-1-oxido-3-(1H-pyrazol-5-yl)isothiazolo[4,5-b]pyridin-7-yl)cyclopropane-1-carbonitrile C[C@@H]1COCCN1C1=CC(=C2C(=N1)C(=NS2=O)C2=CC=NN2)C2(CC2)C#N